CNC=1N=C(C2=C(N1)N=CC=C2)NCC=2C(=NC=CC2)C(F)(F)F N2-methyl-N4-((2-(trifluoromethyl)pyridin-3-yl)methyl)pyrido[2,3-d]pyrimidine-2,4-diamine